ClC(C1=NC(=NO1)C1=CC(=C(CP(OCC)(=O)NCC(C)C)C=C1)F)(F)F ethyl P-(4-(5-(chlorodifluoromethyl)-1,2,4-oxadiazol-3-yl)-2-fluorobenzyl)-N-isobutylphosphonamidate